C1(CC1)C1=CC(=NN1)NC1=NC(=NC=C1)N1C[C@H](CCC1)CO [(3S)-1-[4-[(5-Cyclopropyl-1H-pyrazol-3-yl)amino]pyrimidin-2-yl]-3-piperidyl]methanol